C(C)(=O)O[C@@H]1[C@H](O[C@]([C@@H]1OCC1=CC=CC=C1)(COS(=O)(=O)C)CS(=O)(=O)C)N1C=2N=C(NC(C2N=C1)=O)NC(C(C)C)=O 9-(2-O-acetyl-3-O-benzyl-5-O-methanesulfonyl-4-C-(methylsulfonylmethyl)-beta-L-ribofuranosyl)-N2-isobutyrylguanine